(R)-1-((R)-3-amino-1-(4-((6-amino-9H-purin-9-yl)methyl)-6'-chloro-5'-fluoro-[2,2'-bipyridinyl]-5-yl)piperidin-3-yl)-2,2-difluoroethan-1-ol N[C@]1(CN(CCC1)C=1C(=CC(=NC1)C1=NC(=C(C=C1)F)Cl)CN1C2=NC=NC(=C2N=C1)N)[C@H](C(F)F)O